tri-methyl-phosphine tri-hydrofluoric acid salt F.F.F.CP(C)C